{5-[6-amino-5-(2,6-dichloro-benzyloxy)-pyridin-3-yl]-1H-indol-2-yl}-[(3S)-3-amino-pyrrolidin-1-yl]-methanone NC1=C(C=C(C=N1)C=1C=C2C=C(NC2=CC1)C(=O)N1C[C@H](CC1)N)OCC1=C(C=CC=C1Cl)Cl